FC(C(=O)O)(F)F.NCCCNC(=O)C1=C(C=C(C=C1)NC(=O)C=1N(C(=CN1)C=1C(=NN(C1)CC#C)C(F)(F)F)C)Cl N-(4-((3-aminopropyl)carbamoyl)-3-chlorophenyl)-1-methyl-5-(1-(prop-2-yn-1-yl)-3-(trifluoromethyl)-1H-pyrazol-4-yl)-1H-imidazole-2-carboxamide 2,2,2-trifluoroacetate